1-(5-ethynyl-2-{[4-(4-methylpiperazin-1-yl)phenyl]amino}pyrido[2,3-d]pyrimidin-7-yl)-3-(oxetan-3-ylmethyl)urea C(#C)C1=CC(=NC=2N=C(N=CC21)NC2=CC=C(C=C2)N2CCN(CC2)C)NC(=O)NCC2COC2